OC(C(C)=O)C(C(C)=O)O 3,4-dihydroxy-2,5-hexanedione